(2R,3R,4R,5S)-3,4,5-tris(benzyloxy)-1-((4-(methoxymethyl)cyclohexyl)methyl)-2-methylpiperidine C(C1=CC=CC=C1)O[C@@H]1[C@H](N(C[C@@H]([C@H]1OCC1=CC=CC=C1)OCC1=CC=CC=C1)CC1CCC(CC1)COC)C